OCC(C(=O)OC1COC1)(C)C Oxetan-3-yl 3-hydroxy-2,2-dimethylpropionate